[Na+].O=C(C(=O)[O-])CCC(=O)O alpha-ketoglutaric acid monosodium salt